C(C=CC=CC=CC=C)(=O)N nona-2,4,6,8-tetraenamide